FC1=C(C=CC(=C1)OC1=NN(C=C1)C)NC1=NC=NC2=CC=C(C=C12)N1CCN(CC1)C(=O)OC(C)(C)C tert-Butyl 4-(4-((2-fluoro-4-((1-methyl-1H-pyrazol-3-yl)oxy)phenyl)amino)quinazolin-6-yl)piperazine-1-carboxylate